5H-indeno[1,2-d]Pyrimidine N1=CN=CC2=C1C1=CC=CC=C1C2